(R or S)-1-(5-(7-bromo-1H-benzo[d]imidazole-4-carbonyl)-2-(4-isopropylphenyl)-2,3,4,5,5a,6,8,9-octahydro-7H-10-oxa-1,2,5,7-tetraazacycloocta[cd]inden-7-yl)prop-2-en-1-one BrC1=CC=C(C2=C1NC=N2)C(=O)N2[C@@H]1C=3C(=NN(C3CC2)C2=CC=C(C=C2)C(C)C)OCCN(C1)C(C=C)=O |o1:13|